trishydroxyphenylmethane OC(C1=CC=CC=C1)(O)O